ClC=1C(N(C(=CC1OCC1=NC=C(C=C1F)F)C)C1=CC(=NC=C1C)C1=NC(=NC=C1)CC1(CC1)O)=O rel-3-chloro-4-[(3,5-difluoropyridin-2-yl)methoxy]-2'-{2-[(1-hydroxycyclopropyl)methyl]pyrimidin-4-yl}-5',6-dimethyl-[1,4'-bipyridin]-2-one